4-(trifluoromethyl)piperazine FC(N1CCNCC1)(F)F